C1=C(C=CC2=CC=CC=C12)C=1C2=CC=CC=C2C(=C2C=CC(=CC12)C=1C=C(C=CC1)P(CC)(CC)=O)C1=CC2=CC=CC=C2C=C1 (3-(9,10-Bis(naphthalen-2-yl)anthracen-2-yl)phenyl)diethylphosphine oxide